N-((3R,4S)-4-((8-(3-cyano-3-methyl-pyrrolidin-1-yl)-6-(2,6-dichloro-3,5-dimethoxyphenyl)pyrido[3,4-d]pyrimidin-2-yl)amino)tetrahydrofuran-3-yl)acrylamide C(#N)C1(CN(CC1)C1=NC(=CC2=C1N=C(N=C2)N[C@H]2[C@H](COC2)NC(C=C)=O)C2=C(C(=CC(=C2Cl)OC)OC)Cl)C